2-(benzylthio)-N-(2-(2-(dibenzylamino)ethyl)-1,3-dimethyl-1H-indol-5-yl)acetamide C(C1=CC=CC=C1)SCC(=O)NC=1C=C2C(=C(N(C2=CC1)C)CCN(CC1=CC=CC=C1)CC1=CC=CC=C1)C